2-IODOPHENYL ISOCYANIDE IC1=C(C=CC=C1)[N+]#[C-]